tert-butyl (5-chloro-3-cyclopropylpyrazolo[1,5-a]pyrimidin-7-yl)((5,7-dimethylimidazo[1,2-a]pyridin-2-yl)methyl)carbamate ClC1=NC=2N(C(=C1)N(C(OC(C)(C)C)=O)CC=1N=C3N(C(=CC(=C3)C)C)C1)N=CC2C2CC2